1,3,5-tri-p-toluenesulfonyl-benzene CC1=CC=C(C=C1)S(=O)(=O)C1=CC(=CC(=C1)S(=O)(=O)C1=CC=C(C)C=C1)S(=O)(=O)C1=CC=C(C)C=C1